4-amino-1-((2R,4S,5R)-5-(difluoromethyl)-4-hydroxy-5-(hydroxymethyl)-tetrahydrofuran-2-yl)pyrimidin-2(1H)-one NC1=NC(N(C=C1)[C@@H]1O[C@@]([C@H](C1)O)(CO)C(F)F)=O